tert-Butyl 3-{[5-(2-chloro-5-cyanophenyl)-1-trityl-1H-indazol-3-yl]carbamoyl}azepane-1-carboxylate ClC1=C(C=C(C=C1)C#N)C=1C=C2C(=NN(C2=CC1)C(C1=CC=CC=C1)(C1=CC=CC=C1)C1=CC=CC=C1)NC(=O)C1CN(CCCC1)C(=O)OC(C)(C)C